FC(C1=CC(=NNC1=O)NC12CCC(C1)(C2)C(=O)N2CCN(CC2)C2=NC=C(C=N2)C(F)(F)F)(F)F 5-(trifluoromethyl)-3-[[4-[4-[5-(trifluoromethyl)pyrimidin-2-yl]piperazine-1-carbonyl]-1-bicyclo[2.1.1]hexanyl]amino]-1H-pyridazin-6-one